C(C)C=1C(NC=2C=C(C=NC2C1)CN1CCN(CC1)C=1C=CC(=NC1)C(=O)N[C@@H]1CN(CC1)C(=O)OC(C)(C)C)=O tert-butyl (S)-3-(5-(4-((7-ethyl-6-oxo-5,6-dihydro-1,5-naphthyridin-3-yl)methyl)piperazin-1-yl)picolinamido)pyrrolidine-1-carboxylate